ClC=1C(=NC(=NC1)NC=1N(N=CC1)C)N1C=C(C2=CC(=CC=C12)NC(C=C)=O)C N-[1-[5-chloro-2-[(2-methylpyrazol-3-yl)amino]pyrimidin-4-yl]-3-methyl-indol-5-yl]prop-2-enamide